FC(C1=NN=C(S1)N1N=C(C2=C(C=C(C=C12)S(=O)(=O)NC1(CC1)C#N)N1CCN(CC1)C(=O)N(C)C)Cl)F [4-(1-[5-(difluoromethyl)(1,3,4-thiadiazol-2-yl)]-3-chloro-6-{[(cyanocyclopropyl)-amino]sulfonyl}(1H-indazol-4-yl))piperazinyl]-N,N-dimethylcarboxamide